para-cymene ruthenium chloride [Ru](Cl)(Cl)Cl.C1(=CC=C(C=C1)C)C(C)C